benzyl (2S,3R)-3-(benzyloxy)-2-(((4-(2-(2-ethoxy-2-oxoethoxy)-4-methylpyridin-3-yl) cyclohex-3-en-1-yl) oxy)methyl)pyrrolidine-1-carboxylate C(C1=CC=CC=C1)O[C@H]1[C@@H](N(CC1)C(=O)OCC1=CC=CC=C1)COC1CC=C(CC1)C=1C(=NC=CC1C)OCC(=O)OCC